C(#N)[C@@]1([C@@H](C1)C=C)NS(=O)(=O)C=1C=C2C(N(C(N(C2=CC1)CC)=O)CC)=O N-((1R,2S)-1-cyano-2-vinylcyclopropyl)-1,3-diethyl-2,4-dioxo-1,2,3,4-tetrahydroquinazoline-6-sulfonamide